FC=1C=C2C(C[C@H]([C@@H](C2=CC1F)NC(=O)NC=1C(=NC=CC1)C1=CC=CC=C1)O)(C)C ((1R,2R)-6,7-difluoro-2-hydroxy-4,4-dimethyl-1,2,3,4-tetrahydronaphthalen-1-yl)-3-(2-phenylpyridin-3-yl)urea